CC1=C(C=2N(N=C1N1CC=3C=C(C=NC3CC1)C=1C=NN(C1)C1=NC=CC=C1)C(C=CN2)=O)C 8,9-dimethyl-7-(3-(1-(pyridin-2-yl)-1H-pyrazol-4-yl)-7,8-dihydro-1,6-naphthyridin-6(5H)-yl)-4H-pyrimido[1,2-b]pyridazin-4-one